(5-(2-morpholinoethyl)-2-(piperidin-1-yl)phenyl)-6-(1H-pyrazol-4-yl)pyridineamide O1CCN(CC1)CCC=1C=CC(=C(C1)C=1C(=NC(=CC1)C=1C=NNC1)C(=O)N)N1CCCCC1